C(C)C1=NN(C2=C1C(NCC1(CCOCC1)C2)=O)C[C@H](COC(C2=CC(=CC=C2)S(=O)(=O)N2CCN(CC2)C(C)=O)=O)C 3-(4-Acetylpiperazin-1-yl)sulphonylbenzoic acid [(2R)-3-(3-ethyl-4-oxo-spiro[6,8-dihydro-5H-pyrazolo[4,3-c]azepin-7,4'-tetrahydropyran]-1-yl)-2-methyl-propyl] ester